C(#N)C=1C=C(C=CC1)C1=CC(=NO1)NC(C[C@@H]1CN(CC1)C#N)=O (R)-N-(5-(3-cyanophenyl)isoxazol-3-yl)-2-(1-cyanopyrrolidin-3-yl)acetamide